C(C)(=O)OC[C@H]1O[C@H]([C@@H]([C@@H]1OC(C)=O)OC(C)=O)N1C2=NC(=NC(=C2N=C1)N1CC2(CCC3=CC=CC=C23)C1)Cl [(2R,3R,4R,5R)-3,4-diacetoxy-5-(2-chloro-6-spiro[azetidine-3,1'-indane]-1-yl-purin-9-yl)tetrahydrofuran-2-yl]methyl acetate